1-(methylthio)-pentane CSCCCCC